4-fluoro-2-(2-morpholino-5-nitro-4-pyridyl)pyrazol-3-amine FC1=C(N(N=C1)C1=CC(=NC=C1[N+](=O)[O-])N1CCOCC1)N